bis(5,5,8,8-tetramethyl-5,6,7,8-tetrahydronaphthalen-2-yl)amine CC1(C=2C=CC(=CC2C(CC1)(C)C)NC1=CC=2C(CCC(C2C=C1)(C)C)(C)C)C